N1(CCN(CCCNCCC1)CC=1C(=C(C=C(C1)C)NC(CP(O)(O)=O)=O)O)CC=1C(=C(C=C(C1)C)NC(CP(O)(O)=O)=O)O {1,4,8-triazacycloundecane-1,4-diylbis[methylene(2-hydroxy-5-methyl-3,1-phenylene)azanediyl(2-oxoethane-2,1-diyl)]}bis(phosphonic acid)